2-(2H-Benzotriazol-2-yl)-6-undecyl-4-decylphenol N=1N(N=C2C1C=CC=C2)C2=C(C(=CC(=C2)CCCCCCCCCC)CCCCCCCCCCC)O